1-(2-(piperazin-1-yl)ethyl)-1H-pyrazol N1(CCNCC1)CCN1N=CC=C1